C(C)OC1=CC=C(C=C1)CCCC[C@@H](C(=O)OC)N1CCN(CCN(CCN(CC1)CC(=O)O)CC(=O)O)CC(=O)O 2,2',2''-{10-[(2S)-6-(4-ethoxyphenyl)-1-methoxy-1-oxohexan-2-yl]-1,4,7,10-tetraazacyclododecane-1,4,7-triyl}triacetic acid